FC(C1=NC(=NC=C1)N1CCN(CC1)S(=O)(=O)C=C)(F)F 4-(trifluoromethyl)-2-(4-(vinylsulfonyl)piperazin-1-yl)pyrimidine